[Cd+2].[Te-2].[Zn+2].[Te-2] zinc telluride cadmium